C(C)OC(=O)C1=CN(C(C=C1OC)=O)C 4-methoxy-1-methyl-6-oxo-1,6-dihydropyridine-3-carboxylic acid ethyl ester